(2-fluoro-5-hydroxyphenyl)(6-(5-(pyridin-4-yl)-3-(trifluoromethyl)-1H-pyrazol-1-yl)-2-azaspiro[3.3]heptan-2-yl)methanone FC1=C(C=C(C=C1)O)C(=O)N1CC2(C1)CC(C2)N2N=C(C=C2C2=CC=NC=C2)C(F)(F)F